(S)-2-(6-chloro-2-(morpholine-4-carbonyl)-1,2,3,4-tetrahydroisoquinolin-8-yl)pyrrolidin ClC=1C=C2CCN(CC2=C(C1)[C@H]1NCCC1)C(=O)N1CCOCC1